(3R,5S)-3-azido-5-((tert-butyldimethylsilyl)oxy)piperidine-1-carboxylic acid tert-butyl ester C(C)(C)(C)OC(=O)N1C[C@@H](C[C@@H](C1)O[Si](C)(C)C(C)(C)C)N=[N+]=[N-]